C(=O)[C@@H]1CC[C@H](CC1)OC1CCN(CC1)C(=O)OCC1=CC=CC=C1 trans-benzyl 4-(4-formylcyclohexoxy)piperidine-1-carboxylate